ClC1=NC=C(C(=O)NCC=2N=COC2)C(=C1)NC(C)C 6-chloro-4-(isopropylamino)-N-(oxazol-4-ylmethyl)nicotinamide